C(C)OC(C(C)(C)C)=O ethyl-2,2-dimethylpropionate